C(C)(C)C1=C(NC2=CC=C(C=C12)C1=NN=C(O1)[C@H]1[C@H](CCC1)N)C1=CC(=NC=C1)C (1s,2r)-2-(5-(3-isopropyl-2-(2-methylpyridin-4-yl)-1H-indol-5-yl)-1,3,4-oxadiazol-2-yl)cyclopentan-1-amine